bis((3-cyclohexenyl) methyl) adipate C(CCCCC(=O)OCC1CC=CCC1)(=O)OCC1CC=CCC1